5-(3-(6-(2-(pyridin-2-yl)acetamido)pyridazin-3-yl)pyrrolidin-1-yl)-N-(3-(trifluoromethoxy)benzyl)-1,3,4-thiadiazole-2-carboxamide N1=C(C=CC=C1)CC(=O)NC1=CC=C(N=N1)C1CN(CC1)C1=NN=C(S1)C(=O)NCC1=CC(=CC=C1)OC(F)(F)F